Cl.N[C@H]1C(=O)NCCCC1 |r| DL-α-amino-epsilon-caprolactam hydrochloride